C(\C=C\CCCCCCC)=O 2E-decenal